diethyl-methylmethoxyethylammonium C(C)[N+](CCOC)(C)CC